CC(C)N1CCC(CC1)C=1C=C2C(=NNC2=CC1)C1=NC=CC(=N1)N1N=CC(=C1)CCO 2-[1-(2-{5-[1-(propan-2-yl)piperidin-4-yl]-1H-indazol-3-yl}pyrimidin-4-yl)-1H-pyrazol-4-yl]ethan-1-ol